(S)-2-{[(2R,3R,4R,5R)-5-(2,4-dioxo-3,4-dihydro-2H-pyrimidin-1-yl)-4-fluoro-3-hydroxy-4-methyl-tetrahydro-furan-2-ylmethoxy]-phenoxy-phosphorylamino}-propionic acid methyl ester COC([C@H](C)N=P(=O)OC1=C(C=CC=C1)OC[C@H]1O[C@H]([C@]([C@@H]1O)(C)F)N1C(NC(C=C1)=O)=O)=O